C(C=C)(=O)NC=1C=C(C=CC1C)C1=C(NC2=NC=C(C=C21)C(=O)OC2CCCCC2)C2=CC=C(C=C2)N2CCN(CC2)C cyclohexyl 3-(3-acrylamido-4-methylphenyl)-2-(4-(4-methylpiperazin-1-yl)phenyl)-1H-pyrrolo[2,3-b]pyridine-5-carboxylate